C(C)(C)(C)OC(=O)N1CC2=C(CC1)NN=C2 1,4,6,7-tetrahydropyrazolo[4,3-c]Pyridine-5-carboxylic acid tert-butyl ester